trans-3-(1-(4-fluoro-3-methylphenyl)-5-hydroxy-2-(tetrahydro-2H-pyran-4-yl)-1H-indol-3-yl)-1-(methoxymethyl)cyclobutane-1-carboxylic acid FC1=C(C=C(C=C1)N1C(=C(C2=CC(=CC=C12)O)C1CC(C1)(C(=O)O)COC)C1CCOCC1)C